[N+](=O)([O-])C1=CC=C(C=2C1=NON2)N[C@@](C=O)(O)[C@@H](O)[C@H](O)[C@H](O)C 6-deoxy-2-[(7-nitro-2,1,3-benzoxadiazol-4-yl)amino]-D-glucose